COC(=O)C1(CC1)OC1=C(C=CC=C1)Br (2-bromophenoxy)cyclopropane-1-carboxylic acid methyl ester